(Z)-LINALOOL OXIDE C1C(C(O)(C)CCC=C(C)C)O1